8-acetyl-6-chloro-3-(cyclobutylmethyl)-2-morpholinoquinazolin-4(3H)-one C(C)(=O)C=1C=C(C=C2C(N(C(=NC12)N1CCOCC1)CC1CCC1)=O)Cl